FC=1C=C(C=CC1)N1C=C(C2=C1N=CN=C2N2[C@H](CN(CC2)C(=O)OC(C)(C)C)C)N2C(CC2)=O tert-butyl (S)-4-(7-(3-fluorophenyl)-5-(2-oxoazetidin-1-yl)-7H-pyrrolo[2,3-d]pyrimidin-4-yl)-3-methylpiperazine-1-carboxylate